C(CCC)(=O)N1CCN(CCC1)C1CCC2(C(NC3=CC=CC=C23)=O)CC1 4-(4-butyryl-1,4-diazacycloheptan-1-yl)spiro[cyclohexane-1,3'-indole]-2'(1'H)-one